Lithium gluconat O=C([C@H](O)[C@@H](O)[C@H](O)[C@H](O)CO)[O-].[Li+]